ClC=1C=C(C=CC1OCC=1N=CSC1C)NC=1C2=C(N=CN1)NC=C2C2CCN(CC2)C(C=C)=O 1-(4-(4-((3-chloro-4-((5-methylthiazol-4-yl)methoxy)phenyl)amino)-7H-pyrrolo[2,3-d]pyrimidin-5-yl)piperidin-1-yl)prop-2-en-1-one